FC(C[C@H](C(=O)NC1=NC=CC(=C1)C1=C(C=2C(N(C3(CC2N1)CCC3)C)=O)C3=CC=CC=C3)C3=CC=C(C=C3)F)F (2S)-4,4-Difluoro-2-(4-fluorophenyl)-N-[4-(5'-methyl-4'-oxo-3'-phenyl-1',4',5',7'-tetrahydrospiro-[cyclobutan-1,6'-pyrrolo[3,2-c]pyridin]-2'-yl)pyridin-2-yl]butanamid